(2-ethyl-2,4,6,7-tetrahydropyrano[4,3-c]pyrazol-3-yl)(4-hydroxyphenyl)methanone C(C)N1N=C2C(=C1C(=O)C1=CC=C(C=C1)O)COCC2